C(C)(C)(C)OC([C@@H](N)C)=O alanine-tert.-butyl ester